COC1=C(C=C(C=C1)NC(=O)C1=CNC(C=C1)=O)CC1=CC=CC=C1 1,6-Dihydro-N-[4-methoxy-3-(phenylmethyl)phenyl]-6-oxo-3-pyridine-carboxamide